7-(2,8-Dimethylimidazo[1,2-b]pyridazin-6-yl)-5-fluoro-3-(piperidin-3-yl)cinnoline dihydrochloride Cl.Cl.CC=1N=C2N(N=C(C=C2C)C2=CC(=C3C=C(N=NC3=C2)C2CNCCC2)F)C1